indene-3-acetate C1C=C(C2=CC=CC=C12)CC(=O)[O-]